tert-Butyl 1-((4-chlorophenoxy)methyl)-4-(hydroxymethyl)-7-azabicyclo[2.2.1]-heptane-7-carboxylate ClC1=CC=C(OCC23CCC(CC2)(N3C(=O)OC(C)(C)C)CO)C=C1